CC1(OCCN(C1)C1=NC2=C(N1C(=O)NCCC(C)C)C=CC=C2)C (2,2-Dimethylmorpholino)-N-isopentyl-1H-benzo[d]imidazole-1-carboxamide